(R) or (S)-1-ethyl-4-fluoro-N'-((1',5',6',7'-tetrahydro-2'H-spiro[cyclopropane-1,3'-dicyclopenta[b,e]pyridin]-8'-yl)carbamoyl)-1H-pyrazole-3-sulfonimidamide C(C)N1N=C(C(=C1)F)[S@@](=O)(N)=NC(NC1=C2C(=NC3=C1CCC3)C3(CC2)CC3)=O |o1:8|